NC(C)CC=C DL-2-amino-4-pentene